C[Si](C)(C)[SiH]([Si](C)(C)C)[Si](C)(C)C tris-trimethylsilyl-silane